N1(CCNCC1)C1=CC=C(C=C1)C1C=2C=CC=CC2CCC1C1=CC=C(C=C1)C(F)(F)F 5-(4-(piperazin-1-yl)phenyl)-6-(4-(trifluoromethyl)phenyl)-5,6,7,8-tetrahydronaphthalen